5-chloro-N-((3-chloro-4-fluorophenyl)(4-methyl-5-(methylsulfonyl)-1H-imidazol-2-yl)methyl)-4-methylpyrimidin-2-amine ClC=1C(=NC(=NC1)NC(C=1NC(=C(N1)C)S(=O)(=O)C)C1=CC(=C(C=C1)F)Cl)C